18(R)-hydroperoxy-eicosapentaenoic acid O(O)[C@@H](CCCCCCC=CC=CC=CC=CC=CC(=O)O)CC